2-chloro-9-(3-oxo-bicyclo[3.2.1]oct-8-yl)-7,9-dihydro-8H-purin-8-one ClC1=NC=C2NC(N(C2=N1)C1C2CC(CC1CC2)=O)=O